BrC1=CC=C(C=C1)C(C)N (4-bromophenyl)ethanamine